CC(CCN)C(CCCCN)C 3,4-dimethyl-1,8-diaminooctane